N1-(4-((4-amino-2-butyl-1H-imidazo[4,5-c]quinolin-1-yl)oxy)butyl)-N1-(3-(dimethylamino)propyl)-N2-heptadecyl-oxalamide NC1=NC=2C=CC=CC2C2=C1N=C(N2OCCCCN(C(C(=O)NCCCCCCCCCCCCCCCCC)=O)CCCN(C)C)CCCC